N1(CNCNCNCC1)C1CCCCCCCC1 1,3,5,7-tetraazabicyclononane